C(C)(C)(C)OC(=O)N1CCC\2(CC1)CC1=C(C=NC(=C1)OC)/C2=N/[S@](=O)C(C)(C)C (7E)-7-[(R)-tert-butylsulfinyl]imino-3-methoxyspiro[5H-cyclopenta[c]pyridine-6,4'-piperidine]-1'-carboxylic acid tert-butyl ester